C(C1=CC=CC=C1)OC(=O)NC(C(=O)OC)CC(F)F Methyl 2-(((benzyloxy) carbonyl) amino)-4,4-difluorobutyrate